N-[2-[(4-Bromothiazol-2-yl)amino]-2-oxo-ethyl]-1-tert-butyl-pyrrole-3-carboxamide BrC=1N=C(SC1)NC(CNC(=O)C1=CN(C=C1)C(C)(C)C)=O